tert-butyl 4-((6-(2-hydroxyethyl)pyridin-3-yl)methyl)piperazine-1-carboxylate OCCC1=CC=C(C=N1)CN1CCN(CC1)C(=O)OC(C)(C)C